N(=N\C(=O)N1CCCCC1)/C(=O)N1CCCCC1 (E)-diazene-1,2-diylbis(piperidin-1-yl-meth-anone)